4-chloro-6-(5-fluoropyridin-2-yl)-1-(tetrahydro-2H-pyran-4-yl)phthalazine ClC1=NN=C(C2=CC=C(C=C12)C1=NC=C(C=C1)F)C1CCOCC1